triethylmethylammonium bromochlorosalicylate borate B([O-])([O-])[O-].BrC1=C(C(C(=O)[O-])=CC=C1)OCl.C(C)[N+](C)(CC)CC.C(C)[N+](CC)(CC)C.C(C)[N+](CC)(CC)C.C(C)[N+](CC)(CC)C